tert-Butyl (2S)-4-(4-chloro-2'-(methylthio)-2,3,5',8'-tetrahydro-6'H-spiro[indene-1,7'-quinazolin]-4'-yl)-2-(cyanomethyl)piperazine-1-carboxylate ClC1=C2CCC3(CCC=4C(=NC(=NC4C3)SC)N3C[C@@H](N(CC3)C(=O)OC(C)(C)C)CC#N)C2=CC=C1